(3-cyano-5-fluorophenyl)-2,2-difluoro-4-oxo-1,2,3,4-tetrahydro-2aH-cyclopenta[cd]inden-2a-yl acetate C(C)(=O)OC12C(C(C=3C=CC=C(C13)C(C2)=O)C2=CC(=CC(=C2)F)C#N)(F)F